N,N-dimethyltetradecan-1-amine N-oxide C[N+](CCCCCCCCCCCCCC)(C)[O-]